C(C)N1C=NC(=C1)C1=CC=C2C(=CC=NC2=N1)C1=CN=C2N1N=C(C(=C2)C2=CC=C(C=C2)CN(C)C)C (4-(3-(7-(1-ethyl-1H-imidazol-4-yl)-1,8-naphthyridin-4-yl)-6-methylimidazo[1,2-b]pyridazin-7-yl)phenyl)-N,N-dimethylmethylamine